3-(2-fluorobenzyl)-5-methoxy-2-methyl-aniline FC1=C(CC=2C(=C(N)C=C(C2)OC)C)C=CC=C1